C1OC2=CC=C(CCN)C=C2O1 4-methylenedioxy-phenethyl-amine